NC1=NC(N(C=C1)C1=CC(=C(CN(C(OC(C)(C)C)=O)[C@@H]2CC[C@H](CC2)NC(=O)OC(C)(C)C)C=C1)F)=O tert-butyl (4-(4-amino-2-oxopyrimidin-1(2H)-yl)-2-fluorobenzyl)(trans-4-((tert-butoxycarbonyl)amino)cyclohexyl)carbamate